1,4-dimethylpiperidine-4-carboxylic acid HCl salt Cl.CN1CCC(CC1)(C(=O)O)C